C(CCCCCCCCCCCCC)(=O)OC Methyl Myristate